(R/S)-6-Fluoro-1,9-dimethyl-2,3,4,5-tetrahydro-1H-pyrido[4,3-b]indole FC1=CC=C(C=2C3=C(NC12)CCN[C@@H]3C)C |r|